COC(=O)C=1N=NC(=CC1NC1=CC(=CC=C1)C(=O)OC(C)(C)C)C1=C(C=CC=C1F)F 4-((3-(tert-Butoxycarbonyl)phenyl)amino)-6-(2,6-difluorophenyl)pyridazine-3-carboxylic acid methyl ester